5-amino-N-(2-{4-amino-6-oxa-2-azaspiro[4.5]decan-2-yl}-5,6,7,8-tetrahydroquinolin-6-yl)-2-methylthieno[2,3-d]pyrimidine-6-carboxamide NC1=C(SC=2N=C(N=CC21)C)C(=O)NC2CC=1C=CC(=NC1CC2)N2CC1(C(C2)N)OCCCC1